NC1=C(C(=O)OC2=NC=C(C(=N2)NC2=C(C=C(C=C2)C=2C=NN(C2)C)P(=O)(C)C)C(F)(F)F)C=CC=C1 (4-((2-(dimethylphosphoryl)-4-(1-methyl-1H-pyrazol-4-yl) phenyl) amino)-5-(trifluoromethyl) pyrimidin-2-yl) aminobenzoate